3-[5-[(1R)-3-[4-(4-bromophenyl)piperazin-1-yl]-1-hydroxypropyl]-7-methoxy-1-oxo-3H-isoindol-2-yl]piperidine-2,6-dione BrC1=CC=C(C=C1)N1CCN(CC1)CC[C@@H](O)C=1C=C2CN(C(C2=C(C1)OC)=O)C1C(NC(CC1)=O)=O